(S)-2-(5-(3-((2-chloro-5-(pyridin-3-ylethynyl)pyridin-4-yl)amino)butoxy)-1-methyl-1H-pyrazol-4-yl)pyrimidin-4-amine ClC1=NC=C(C(=C1)N[C@H](CCOC1=C(C=NN1C)C1=NC=CC(=N1)N)C)C#CC=1C=NC=CC1